C(C)N(C(=O)C1=C(C=CC(=C1)F)C1=C2C=NN(C2=CC(=C1)N1CC(C1)NCC1CCC(CC1)NC(OC(C)(C)C)=O)C)C(C)C Tert-butyl N-[(1r,4r)-4-({[1-(4-{2-[ethyl(isopropyl)carbamoyl]-4-fluorophenyl}-1-methyl-1H-indazol-6-yl)azetidin-3-yl]amino}methyl)cyclohexyl]carbamate